2-((2R,3S,4S)-2-(Aminomethyl)-5-chloro-3-hydroxy-2-(6-methoxypyridin-2-yl)-2,3-dihydrobenzofuran-4-yl)-4-(difluoromethoxy)-3-fluorobenzamide NC[C@@]1(OC2=C([C@@H]1O)C(=C(C=C2)Cl)C2=C(C(=O)N)C=CC(=C2F)OC(F)F)C2=NC(=CC=C2)OC